1-(4-(1-fluoro-7-isopentyl-3,8,9,10-tetrahydrocyclohepta[e]indazol-6-yl)phenyl)piperidine-4-carbaldehyde FC1=NNC=2C=CC3=C(C12)CCCC(=C3C3=CC=C(C=C3)N3CCC(CC3)C=O)CCC(C)C